CS(=O)(=O)[O-].C(CCCCCCC)[N+]1=CC=C(C=C1)CC 1-octyl-4-ethylpyridinium methanesulfonate